O=CCCCCC Oxohexane